N-(1-((4-chloro-3-ethynylphenyl)-ethynyl)cyclopropyl)piperazine-1-carboxamide ClC1=C(C=C(C=C1)C#CC1(CC1)NC(=O)N1CCNCC1)C#C